(S)-1-(2,7-dichloro-8-fluoro-5-methylpyrido[4,3-d]pyrimidin-4-yl)pyrrolidin-3-ol ClC=1N=C(C2=C(N1)C(=C(N=C2C)Cl)F)N2C[C@H](CC2)O